tert-butyl (4-((1-(6-(pyridazin-4-yl)-1-(tetrahydro-2H-pyran-2-yl)-1H-indazol-4-yl)azetidin-3-yl)oxy)butyl)carbamate N1=NC=C(C=C1)C1=CC(=C2C=NN(C2=C1)C1OCCCC1)N1CC(C1)OCCCCNC(OC(C)(C)C)=O